NCC1=CC=C(OC=2N=CC(=NC2)C(=O)O)C=C1 5-(4-(aminomethyl)phenoxy)pyrazine-2-carboxylic acid